methyl 2-(5-(2-((1R,2S)-2-((6-bromo-2-imino-2,3-dihydro-1H-benzo[d]imidazol-1-yl)methyl)cyclopropyl)ethoxy)-1-methyl-1H-pyrazol-4-yl)-6-methylisonicotinate BrC=1C=CC2=C(N(C(N2)=N)C[C@@H]2[C@H](C2)CCOC2=C(C=NN2C)C=2C=C(C(=O)OC)C=C(N2)C)C1